2-(1-bicyclo[1.1.1]pentanyl)-N-[[2-(3-chlorophenyl)oxetan-2-yl]methyl]acetamide C12(CC(C1)C2)CC(=O)NCC2(OCC2)C2=CC(=CC=C2)Cl